FC(C(=O)O)(F)F.C(C)OCCCNC=1C(N(C(=CN1)C1=CC=CC=C1)CC(=O)N)=O 2-(3-((3-ethoxypropyl)amino)-2-oxo-6-phenylpyrazin-1(2H)-yl)acetamide trifluoroacetate